BrC1=CC=CC(=N1)NC(CCN(C(CN1N=C(C2=CC=CC=C12)C(=O)N)=O)C(C)C)=O 1-(2-((3-((6-bromopyridin-2-yl)amino)-3-oxopropyl)(isopropyl)amino)-2-oxoethyl)-1H-indazole-3-carboxamide